(8R,9S,10R,13S,14S)-10,13-dimethyl-6-methylene-7,8,9,10,11,12,13,14,15,16-decahydro-3H-cyclopenta[a]phenanthrene-3,17(6H)-dione C[C@]12[C@H]3CC[C@@]4(C(CC[C@H]4[C@@H]3CC(C2=CC(C=C1)=O)=C)=O)C